2-{[7-(3-methyl-1H-indazol-5-yl)-3-oxo-1H,2H,3H-pyrrolo[3,4-c]pyridin-2-yl]methyl}prop-2-enenitrile CC1=NNC2=CC=C(C=C12)C=1C2=C(C=NC1)C(N(C2)CC(C#N)=C)=O